ClC=1C=NC=C(C1B(O)O)F 3-CHLORO-5-FLUOROPYRIDINE-4-BORONIC ACID